chloro-adenosine triphosphate P(O)(=O)(OP(=O)(O)OP(=O)(O)O)OC[C@@H]1[C@H]([C@H]([C@@](O1)(N1C=NC=2C(N)=NC=NC12)Cl)O)O